NCCNC(CCCCC[N+]1=CC(=CC=C1\C=C\C=1C(OC2=CC(=CC=C2C1)N(CC)CC)=O)S(=O)(=O)[O-])=O 1-[6-(2-Aminoethylamino)-6-oxo-hexyl]-6-[(E)-2-[7-(diethylamino)-2-oxo-chromen-3-yl]vinyl]pyridin-1-ium-3-sulfonat